ClC1=CC=C2C(=N1)C(=CN2)NC2=NC1=C(N2)C=C(C(=C1)F)[N+](=O)[O-] N-(5-Chloro-1H-pyrrolo[3,2-b]pyridin-3-yl)-5-fluoro-6-nitro-1H-benzo[d]imidazol-2-amine